tert-butyl 2-(2,4-dichloro-6-(6-((3-methyl-2,6-dioxo-3,6-dihydropyrimidin-1(2H)-yl)methyl)pyrrolo[2,1-f][1,2,4]triazin-4-yl)benzyl)morpholine-4-carboxylate ClC1=C(CC2CN(CCO2)C(=O)OC(C)(C)C)C(=CC(=C1)Cl)C1=NC=NN2C1=CC(=C2)CN2C(N(C=CC2=O)C)=O